C(C=C)S(=O)(=O)[O-].[Ni+2].C(C=C)S(=O)(=O)[O-] nickel (II) allylsulfonate